N-(5-((1-(5-amino-1,3,4-thiadiazol-2-yl)azetidin-3-yl)oxy)-1,3,4-thiadiazol-2-yl)-2-phenylacetamide NC1=NN=C(S1)N1CC(C1)OC1=NN=C(S1)NC(CC1=CC=CC=C1)=O